(1R,4R)-4-(4-amino-3-(difluoromethyl)-1H-pyrazol-1-yl)cyclohexane-1-carboxylic acid methyl ester COC(=O)C1CCC(CC1)N1N=C(C(=C1)N)C(F)F